5-(4-amino-3-chloro-1H-pyrazol-1-yl)-N-((6-methoxy-2,2-dimethyl-2,3-dihydrobenzofuran-7-yl)sulfonyl)quinoline-2-carboxamide NC=1C(=NN(C1)C1=C2C=CC(=NC2=CC=C1)C(=O)NS(=O)(=O)C1=C(C=CC=2CC(OC21)(C)C)OC)Cl